C(C)(C)(C)N([C@@H](CCCCN)C(=O)O)C(=O)OCC1C2=CC=CC=C2C=2C=CC=CC12.ClC1=NC(=NC=C1)N1CCN(CC1)C(C)=O 1-(4-(4-chloropyrimidin-2-yl)piperazin-1-yl)ethan-1-one tert-butyl-(((9H-fluoren-9-yl)methoxy)carbonyl)-L-lysinate